benzyl 2,4-dibenzyloxy-6-iodo-benzoate C(C1=CC=CC=C1)OC1=C(C(=O)OCC2=CC=CC=C2)C(=CC(=C1)OCC1=CC=CC=C1)I